glycidylurethane C(C1CO1)NC(=O)OCC